FC1=C(CC2=NC=CC=C2)C(=C(C(=C1F)NCC(C1=NC=CC=C1)=O)F)F.[N] nitrogen (2,3,5,6-tetrafluoro-4-((2-oxo-2-(pyridin-2-yl)ethyl)amino)benzyl)pyridine